2-((2',5'-difluoro-3-(1-methyl-1H-pyrazol-3-yl)-[1,1'-biphenyl]-4-yl)amino)-N-methylethane-1-sulfonamide FC1=C(C=C(C=C1)F)C1=CC(=C(C=C1)NCCS(=O)(=O)NC)C1=NN(C=C1)C